FC(S(=O)(=O)OC1=CCC(CC1)OCC1=NC=CC=C1C1=NN(C=C1C)COCC[Si](C)(C)C)(F)F 4-((3-(4-methyl-1-((2-(trimethylsilyl)ethoxy)methyl)-1H-pyrazol-3-yl)pyridin-2-yl)methoxy)cyclohex-1-en-1-yl trifluoromethanesulfonate